(1R,3s,5S)-6,6-difluoro-bicyclo[3.1.0]hexane-3-carboxylic acid FC1([C@H]2CC(C[C@@H]12)C(=O)O)F